2-(methacryloyloxy)ethan-1-aminium (Z)-3-carboxyacrylate C(=O)(O)\C=C/C(=O)[O-].C(C(=C)C)(=O)OCC[NH3+]